O1N(CCCCC1)C(=O)NCC#N oxazepaneamidoacetonitrile